3-{2-[4-[(4-methanesulfonylphenoxy)methyl]-2-methylpyrrolidin-1-yl]ethyl}benzonitrile CS(=O)(=O)C1=CC=C(OCC2CC(N(C2)CCC=2C=C(C#N)C=CC2)C)C=C1